2-morpholinophenyl 3,5-dimethyl-4-isoxazolesulfonate CC1=NOC(=C1S(=O)(=O)OC1=C(C=CC=C1)N1CCOCC1)C